C(#N)C1=C(C=CC=C1)S(=O)(=O)N1CC(C1)(CO)COC1=CC(=C(C#N)C=C1OC)F 4-((1-((2-Cyanophenyl)sulfonyl)-3-(hydroxymethyl)azetidin-3-yl)methoxy)-2-fluoro-5-methoxybenzonitrile